[N+](=O)([O-])C1=CC=C(C=C1)N1N=C(C=C1)CS(=O)(=O)C1=CC=C(C(=O)[O-])C=C1 4-(((1-(4-nitrophenyl)-1H-pyrazol-3-yl)methyl)sulfonyl)benzoate